5-[4-[3-(2-chlorophenyl)propionylamino]phenyl]-1H-naphtho[1,2-B][1,4]diazepine-2,4(3H,5h)-dione ClC1=C(C=CC=C1)CCC(=O)NC1=CC=C(C=C1)N1C2=C(NC(CC1=O)=O)C1=CC=CC=C1C=C2